[Cl-].ClC=1C=C(C=CC1)CCN m-chlorophenylethylamine chloride